N-(3-((6-(4H-1,2,4-triazol-4-yl)-1H-indazol-4-yl)amino)propyl)-3-((3-(2-hydroxyethyl)benzyl)amino)propanamide N=1N=CN(C1)C1=CC(=C2C=NNC2=C1)NCCCNC(CCNCC1=CC(=CC=C1)CCO)=O